N-(3-(4-fluorophenyl)pyrrolidin-3-yl)-4-(trifluoromethoxy)benzenesulfonamide FC1=CC=C(C=C1)C1(CNCC1)NS(=O)(=O)C1=CC=C(C=C1)OC(F)(F)F